O(C#N)C1=CC=C(C=C1)C1=CC=C(C=C1)OC#N 4,4'-dicyanato-biphenyl